C(C1=CC=CC=C1)OC(=O)NC1C(CN(CC1)C(=O)OC(C)(C)C)(C)C tert-Butyl 4-(((benzyloxy)carbonyl)amino)-3,3-dimethylpiperidine-1-carboxylate